2-[(4-chloro-2-nitrophenyl)azo]-N-(2-chlorophenyl)-3-oxo-butyramide ClC1=CC(=C(C=C1)N=NC(C(=O)NC1=C(C=CC=C1)Cl)C(C)=O)[N+](=O)[O-]